Trans-S-(trans-4-((tert-butoxycarbonyl) amino) cyclohexyl) thioacetate C(C)(=O)S[C@@H]1CC[C@H](CC1)NC(=O)OC(C)(C)C